C(C)(C)C1=NC=CC=C1C1=NC=C2N(C(N(C2=N1)CC1=CC=C(C=C1)C=1N(C=C(N1)C(F)(F)F)C)=N)C 2-(2-isopropyl-3-pyridyl)-7-methyl-9-[[4-[1-methyl-4-(trifluoromethyl)imidazol-2-yl]phenyl]methyl]purin-8-imine